(3-(4-(7H-pyrrolo[2,3-d]pyrimidin-4-yl)-1H-pyrazol-1-yl)-1-(ethylsulfonyl)azetidin-3-yl)acetonitrile N1=CN=C(C2=C1NC=C2)C=2C=NN(C2)C2(CN(C2)S(=O)(=O)CC)CC#N